(±)-methyl 4-[3-[(4,5-dichloro-1-methyl-indole-2-carbonyl)amino] pyrrolidin-3-yl]benzoate ClC1=C2C=C(N(C2=CC=C1Cl)C)C(=O)N[C@@]1(CNCC1)C1=CC=C(C(=O)OC)C=C1 |r|